ClC=1C=C2C=C(NC2=CC1OCC=1N=C(OC1)C)CNC(=O)N1CCC1 N-({5-chloro-6-[(2-methyl-1,3-oxazol-4-yl)methoxy]-2-indolyl}methyl)-1-azetidinecarboxamide